FC=1C=C(C=CC1C=1C=NC=C(C1)O)CN1CCNCC1 4-[[3-Fluoro-4-(5-hydroxypyridin-3-yl)phenyl]methyl]piperazin